4-((((9H-fluoren-9-yl)methoxy)carbonyl)amino)-1-(tert-butoxycarbonyl)piperidine-4-carboxylic acid C1=CC=CC=2C3=CC=CC=C3C(C12)COC(=O)NC1(CCN(CC1)C(=O)OC(C)(C)C)C(=O)O